benzyl (3-(2-(3-iodophenyl)-2-methyl-3-oxobutoxy)propyl)(methyl)carbamate IC=1C=C(C=CC1)C(COCCCN(C(OCC1=CC=CC=C1)=O)C)(C(C)=O)C